OCCCC#CC1=CC=C2CN(C(C2=C1)=C=O)N1C(CCCC1=O)=O (6-(5-hydroxypent-1-yn-1-yl)-1-carbonylisoindolin-2-yl)piperidine-2,6-dione